CC1=NC2=CC(=CC=C2C=C1)C(C)O 1-(2-methylquinolin-7-yl)ethanol